N-hydroxy-2,5-dimethyl-4-(morpholine-4-carbonyl)furan-3-sulfonamide tert-butyl-(5'S)-7-hydroxy-5'-methyl-7H-spiro[furo[3,4-b]pyridine-5,3'-pyrrolidine]-1'-carboxylate C(C)(C)(C)OC(=O)N1CC2(C[C@@H]1C)OC(C1=NC=CC=C12)O.ONS(=O)(=O)C1=C(OC(=C1C(=O)N1CCOCC1)C)C